C(CC)[Si](C=1C=C(C=CC1)P(N(P(C1=CC=C(C=C1)[Si](CCC)(CCC)CCC)C1=CC=C(C=C1)[Si](CCC)(CCC)CCC)C1CCCCCCC1)C1=CC(=CC=C1)[Si](CCC)(CCC)CCC)(CCC)CCC N-(bis(3-(tripropylsilyl)phenyl)phosphaneyl)-N-cyclooctyl-1,1-bis(4-(tripropylsilyl)phenyl)phosphanamine